C1(=CC=CC=C1)C(C(=O)OC)C1NCCCC1 methyl [2-phenyl-2-(2-piperidinyl) acetate]